FC=1C=C(C=C2C=NN(C12)C1OCCCC1)NC 7-fluoro-N-methyl-1-tetrahydropyran-2-yl-indazol-5-amine